N-[(1S)-1-(5-fluoropyridin-2-yl)ethyl]-3-(3-propan-2-yloxy-1H-pyrazol-5-yl)imidazo[4,5-b]pyridin-5-amine FC=1C=CC(=NC1)[C@H](C)NC1=CC=C2C(=N1)N(C=N2)C2=CC(=NN2)OC(C)C